4-(3-(3-chlorobenzyl)-6-(3,5-dimethylisoxazol-4-yl)-1H-pyrrolo[3,2-b]pyridin-1-yl)picolinic acid ClC=1C=C(CC2=CN(C=3C2=NC=C(C3)C=3C(=NOC3C)C)C3=CC(=NC=C3)C(=O)O)C=CC1